4-(5-chloro-2-methoxyphenyl)-N-[6-(8-cyano-3-azabicyclo[3.2.1]oct-3-yl)thiazolo[4,5-b]pyrazin-2-yl]-6-methylnicotinamide ClC=1C=CC(=C(C1)C1=CC(=NC=C1C(=O)NC=1SC=2C(=NC=C(N2)N2CC3CCC(C2)C3C#N)N1)C)OC